ClC1=C(C=C(C(=C1)Cl)NC(C)=O)O 2,4-dichloro-5-acetamidophenol